C(C)(=O)N1C(C(C=C1C=1C=NC=CC1)(CS(=O)(=O)C1=CC=C(C)C=C1)C)=O 1-acetyl-3-methyl-5-(pyridin-3-yl)-3-(p-toluenesulfonylmethyl)-1,3-dihydro-2H-pyrrol-2-one